naphthalenesebacamide C1(=CC=CC2=CC=CC=C12)C(CCCCCCCC(=O)N)C(=O)N